3,3-Dibutyl-6-nitro-2,4,3-benzodioxastannepine-1,5-dione C(CCC)[Sn]1(OC(C2=C(C(O1)=O)C=CC=C2[N+](=O)[O-])=O)CCCC